BrC=1C=C(C=NC1N1C[C@@H](CC1)F)C=1SC=2C(N(CCC2N1)C=1C=NC=C(C1)Br)=O (R)-2-(5-bromo-6-(3-fluoropyrrolidin-1-yl)pyridin-3-yl)-5-(5-bromopyridin-3-yl)-6,7-dihydrothiazolo[5,4-c]pyridin-4(5H)-one